(2S)-5,3',4'-trihydroxy-7-methoxyflavan OC1=C2CC[C@H](OC2=CC(=C1)OC)C1=CC(=C(C=C1)O)O